N1=C(C=CC=C1)C=O 2-pyridyl-methanone